C(N)(=O)C1N(CC(C1)F)C(=O)OC1=NC(=CC(=C1)OC)Br (6-bromo-4-methoxypyridine-2-yl) carbamoyl-4-fluoropyrrolidine-1-carboxylate